C(C1=CC=CC=C1)OC=1C=C2C=CC(=CC2=C(C1N1S(NC(C1)=O)(=O)=O)F)OCC(=O)OC(C)(C)C tert-butyl 2-[[6-benzyloxy-8-fluoro-7-(1,1,4-trioxo-1,2,5-thiadiazolidin-2-yl)-2-naphthyl]oxy]acetate